(S)-1-(oxetan-2-ylmethyl)-1H-imidazole-5-carbaldehyde O1[C@@H](CC1)CN1C=NC=C1C=O